2-Ethyl-9,10-dimethylanthracen C(C)C1=CC2=C(C3=CC=CC=C3C(=C2C=C1)C)C